(8-(bis(4-methoxybenzyl)amino)-5-bromo-2-vinyl-[1,2,4]triazolo[1,5-a]pyrazin-6-yl)benzonitrile COC1=CC=C(CN(C=2C=3N(C(=C(N2)C2=C(C#N)C=CC=C2)Br)N=C(N3)C=C)CC3=CC=C(C=C3)OC)C=C1